benzoindoledisulfonate N1C(=C(C2=CC=C3C(=C12)C=CC=C3)S(=O)(=O)[O-])S(=O)(=O)[O-]